1,6-diisocyanatohexane tert-butyl-2-[1-(5-amino-3-fluoro-2-pyridyl)-4-piperidyl]acetate C(C)(C)(C)OC(CC1CCN(CC1)C1=NC=C(C=C1F)N)=O.N(=C=O)CCCCCCN=C=O